tertbutyl (1-(4-(2,6-dioxopiperidin-3-yl)-3,5-difluorophenyl)azetidin-3-yl)carbamate O=C1NC(CCC1C1=C(C=C(C=C1F)N1CC(C1)NC(OC(C)(C)C)=O)F)=O